FC1=CC=C(C=C1)C1=NC(=CC(=C1)C1(CN(CC1)C(=O)OCC1=CC=CC=C1)C)C(=C)C benzyl 3-(2-(4-fluorophenyl)-6-(prop-1-en-2-yl)pyridin-4-yl)-3-methylpyrrolidine-1-carboxylate